[Br-].CN1C(N(C=C1)CC)C 1,2-dimethyl-3-ethylimidazole bromide salt